2-((methoxy-d3)methyl)piperazine-1-carboxylic acid tert-butyl ester C(C)(C)(C)OC(=O)N1C(CNCC1)COC([2H])([2H])[2H]